sulfopalmitate S(=O)(=O)(O)C(C(=O)[O-])CCCCCCCCCCCCCC